FC=1C=CC(=NC1)C1=NN(C=C1)S(=O)(=O)C 5-fluoro-2-[1-(methylsulfonyl)-1H-pyrazol-3-yl]pyridine